iridium(I) tetrakis(3,5-bis(trifluoromethyl)phenyl)borate FC(C=1C=C(C=C(C1)C(F)(F)F)[B-](C1=CC(=CC(=C1)C(F)(F)F)C(F)(F)F)(C1=CC(=CC(=C1)C(F)(F)F)C(F)(F)F)C1=CC(=CC(=C1)C(F)(F)F)C(F)(F)F)(F)F.[Ir+]